ClC=1C=C(C=C(C1OC1=CC2=C(N(N=N2)C)C=C1)F)NC=1C2=C(N=CN1)C=NC(=N2)S(=O)C N-(3-chloro-5-fluoro-4-((1-methyl-1H-benzo[d][1,2,3]triazol-5-yl)oxy)phenyl)-6-(methylsulfinyl)pyrimido[5,4-d]pyrimidin-4-amine